C(C)(C)C1=CC=C(C=C1)NC=1C=CC=2C=3C4=C(C=CC3N(C2C1)C1=CC=CC=C1)C=1C=2C=CC(=CC2N(C1C=C4)C4=CC=CC=C4)NC4=CC=C(C=C4)C(C)C N2,N9-bis(4-isopropylphenyl)-7,14-diphenyl-carbazolo[4,3-c]carbazole-2,9-diamine